2,3,5,6-tetrafluorobenzyl-(1R,3S)-3-(2,2-dichlorovinyl)-2,2-dimethylcyclopropane ethyl-acetyl-aminopropionate C(C)CC(C(=O)O)(N)C(C)=O.FC1=C(C[C@H]2C([C@@H]2C=C(Cl)Cl)(C)C)C(=C(C=C1F)F)F